ClC1=C(C=CC=C1)C(\C=C\C1=C(C=CC=C1)O)=O (E)-1-(2-chlorophenyl)-3-(2-hydroxyphenyl)-2-propen-1-one